BrC1=CC=C(C=C1)[C@@H]1[C@@H]2CN(C[C@@H]([C@@H](CN2[C@@H]1CO)O)O)C(=O)NC1=CC=C(C=C1)OC (3R,4S,8R,9R,10S)-9-(4-bromophenyl)-3,4-dihydroxy-10-(hydroxymethyl)-N-(4-methoxyphenyl)-1,6-diazabicyclo[6.2.0]decane-6-carboxamide